cholestenylhexanoate C(=C(C)CCC[C@@H](C)[C@H]1CC[C@H]2[C@@H]3CCC4CCCC[C@]4(C)[C@H]3CC[C@]12C)OC(CCCCC)=O